N-vinyl-pyrimidamine C(=C)NC1=NC=CC=N1